3-[5-(4-amino-5-{3-fluoro-4-[(4-methylpyrimidin-2-yl)oxy]phenyl}-7H-pyrrolo[2,3-d]pyrimidin-6-yl)-2-chloropyridin-4-yl]propan-1-ol NC=1C2=C(N=CN1)NC(=C2C2=CC(=C(C=C2)OC2=NC=CC(=N2)C)F)C=2C(=CC(=NC2)Cl)CCCO